6-((2,6-dimethylpyrimidin-4-yl)amino)-4-((2-methoxy-3-(2-methyl-2H-tetrazol-5-yl)phenyl)amino)-2-methyl-1,2-dihydro-3H-pyrazolo[3,4-b]pyridin-3-one CC1=NC(=CC(=N1)NC1=CC(=C2C(=N1)NN(C2=O)C)NC2=C(C(=CC=C2)C=2N=NN(N2)C)OC)C